OC1=CC=C(C=C1)C(=C(CC)C1=CC=C(C=C1)O)C1=CC=C(OCCNCC=2C=C3CN(C(C3=CC2F)=O)C2C(NC(CC2)=O)=O)C=C1 3-(5-(((2-(4-(1,2-bis(4-hydroxyphenyl)but-1-en-1-yl)phenoxy)ethyl)amino)methyl)-6-fluoro-1-oxoisoindolin-2-yl)piperidine-2,6-dione